3-(2-hydroxy-2-propyl)Cumene Hydroperoxide [O-]O.OC(C)(C)C=1C=C(C=CC1)C(C)C